C(C)C(COC(=O)C1=CC=C(NO)C=C1)CCCC p-(2'-ethylhexyl-r-oxycarbonyl)anilinol